6-(prop-2-yn-1-ylthio)-1,3,5-triazine-2,4-dithiol C(C#C)SC1=NC(=NC(=N1)S)S